2-(Difluoromethyl)-4-phenyl-3-(phenylethynyl)quinoline FC(C1=NC2=CC=CC=C2C(=C1C#CC1=CC=CC=C1)C1=CC=CC=C1)F